benzoic acid copper [Cu].C(C1=CC=CC=C1)(=O)O